[(2S)-2-piperidyl]methyl 5-[[4-[[2-(6-methyl-2-pyridyl)pyrimidin-4-yl]amino]pyrimidin-2-yl]amino]pyridine-2-carboxylate CC1=CC=CC(=N1)C1=NC=CC(=N1)NC1=NC(=NC=C1)NC=1C=CC(=NC1)C(=O)OC[C@H]1NCCCC1